2-[[6-[(2,5-dichloropyrimidin-4-yl)amino]-1-methyl-8-[2-[[(3r,5s)-5-methyl-3-piperidinyl]oxy]ethoxy]-2-oxo-3-quinolinyl]oxy]-N-methyl-acetamide ClC1=NC=C(C(=N1)NC=1C=C2C=C(C(N(C2=C(C1)OCCO[C@H]1CNC[C@H](C1)C)C)=O)OCC(=O)NC)Cl